BrC=1N=C(N2C1C(=NC=C2)N)Br 1,3-dibromoimidazo[1,5-a]pyrazine-8-amine